C1(CC1)CC#CC1=CC=C(OC=2N=NSC2C(=O)O)C=C1 4-(4-(3-cyclopropylprop-1-ynyl)phenoxy)-1,2,3-thiadiazole-5-carboxylic acid